ClC=1C=C(C=CC1OC)C1=C(C=C(C=C1)NC(=O)N1CCC(CC1)C(F)(F)F)C=1N=NNN1 N-(3'-chloro-4'-methoxy-2-(2H-tetrazol-5-yl)-[1,1'-biphenyl]-4-yl)-4-(trifluoromethyl)piperidine-1-carboxamide